2-(((2S,4s,6S)-6-((4-(4-fluorophenyl)pyrimidin-2-yl)amino)spiro[3.3]heptan-2-yl)oxy)nicotinamide FC1=CC=C(C=C1)C1=NC(=NC=C1)NC1CC2(CC(C2)OC2=C(C(=O)N)C=CC=N2)C1